C(=CC)N1[C@@H](CCCC1)C=1N(C(=C(N1)C1=CC=C(C=C1)C(NC1=NC=CC(=C1)C1=CC=CC=C1)=O)C(=O)N)N (S)-2-(1-propenylpiperidin-2-yl)-1-amino-4-(4-((4-phenylpyridin-2-yl)carbamoyl)Phenyl)-1H-imidazole-5-carboxamide